11E-octadeca-9,11-dienoic acid C(CCCCCCCC=C\C=C\CCCCCC)(=O)O